2,2-dimethyl-6-bromo-n-hexanenitrile CC(C#N)(CCCCBr)C